N[C@@H](CC(C)C)C(=O)N[C@@H](CCCNC(N)=N)C(=O)N1[C@@H](CCC1)C(=O)N[C@H](C)C(=O)[NH-] L-leucyl-L-arginyl-L-prolyl-D-alanyl-amide